COC=1C=C(C=CC1)C1=CC(=NC=N1)N 6-[3-(methyloxy)phenyl]pyrimidin-4-amine